2-(3,4-dihydro-2H-pyrrolo[3',2':5,6]pyrido[2,3-b][1,4]oxazepin-1(7H)-yl)-N-((4-((((1r,3r)-3-(fluoromethyl)-3-hydroxycyclobutyl)methyl)amino)-3-nitrophenyl)sulfonyl)benzamide N1(C2=C(OCCC1)N=C1C(=C2)C=CN1)C1=C(C(=O)NS(=O)(=O)C2=CC(=C(C=C2)NCC2CC(C2)(O)CF)[N+](=O)[O-])C=CC=C1